tert-Butyl (R)-3-((allyloxy)methyl)piperidine-1-carboxylate C(C=C)OC[C@H]1CN(CCC1)C(=O)OC(C)(C)C